C(N)(=O)C1CCN(CC1)CC1=CC=C(C(=O)N(CCN2CCC(CC2)OC(NC2=C(C=CC=C2)C2=CC=CC=C2)=O)C)C=C1 Biphenyl-2-ylcarbamic acid 1-(2-{[4-(4-carbamoylpiperidin-1-ylmethyl)benzoyl]methylamino} ethyl)piperidin-4-yl ester